(S)-4-(4-(Benzo[d]thiazol-7-yl)phenyl)-N-(2-ethynylthiazol-4-yl)-2-(hydroxy-methyl)piperazine-1-carboxamide S1C=NC2=C1C(=CC=C2)C2=CC=C(C=C2)N2C[C@H](N(CC2)C(=O)NC=2N=C(SC2)C#C)CO